C(C)(C)(C)N[C@@H]1CN(CC1)C=1N=NC(=CC1)C1=C(C=C(C(=C1)F)C1=CN=NC(=C1)OC)OCOC (3S)-N-tert-butyl-1-{6-[5-fluoro-2-(methoxymethoxy)-4-(6-methoxypyridazin-4-yl)phenyl]pyridazin-3-yl}pyrrolidin-3-amine